N1=CC(=CC=C1)\C(\C1=CC(=CC=C1)C(F)(F)F)=N\OCCCCC(=O)O 5-[(E)-[pyridin-3-yl-[3-(trifluoromethyl)phenyl]methylene]amino]oxypentanoic acid